N-(5-phenyl-1,3,4-oxadiazol-2-yl)-2-(phenylamino)acetamide C1(=CC=CC=C1)C1=NN=C(O1)NC(CNC1=CC=CC=C1)=O